4-Fluoro-2-((1-methylethyl)sulfonamido)-N-(4-phenylthiazol-2-yl)benzamide FC1=CC(=C(C(=O)NC=2SC=C(N2)C2=CC=CC=C2)C=C1)NS(=O)(=O)C(C)C